[hydroxy(tosyloxy)iodo]anisole OI(OS(=O)(=O)C1=CC=C(C)C=C1)C1=C(C=CC=C1)OC